FC1([C@@H]([C@H](CCC1)OC=1C=C2CN(C(C2=CC1)=O)C1C(NC(CC1)=O)=O)N1CC(C1)C1CCN(CC1)S(=O)(=O)C1(CCC1)C)F 3-(5-(((1S,2R)-3,3-difluoro-2-(3-(1-((1-methylcyclobutyl)sulfonyl)piperidin-4-yl)azetidin-1-yl)cyclohexyl)oxy)-1-oxoisoindolin-2-yl)piperidine-2,6-dione